C(CCCCCCCCCCCCCCCCC)(=O)[O-].C(CCCCCCCCCCCCCCCCC)(=O)[O-].[Al+2] aluminum di(octadecanoate)